(R)-3-(2-chloro-5-methylpyrimidin-4-yl)-10-methyl-9,10,11,12-tetrahydro-8H-[1,4]diazepino[5',6':4,5]thieno[3,2-f]quinolin-8-one ClC1=NC=C(C(=N1)C1=NC=2C=CC3=C(C2C=C1)C1=C(S3)C(N[C@@H](CN1)C)=O)C